5-iodo-2,3-dihydrobenzofuran-6-carbonitrile IC=1C(=CC2=C(CCO2)C1)C#N